C(C)(C)(C)C1=CC=C(C=C1)S(=O)C1=CC=C(C=C1)C(C)(C)C bis(p-tert-butylphenyl) sulfoxide